4-chloro-2-fluoro-N-[3-[1H-imidazol-5-ylmethyl(methyl)amino]phenyl]-N-isobutyl-benzamide ClC1=CC(=C(C(=O)N(CC(C)C)C2=CC(=CC=C2)N(C)CC2=CN=CN2)C=C1)F